FC=1C=C(C=CC1)C1=CC=C(N=N1)NC1C[C@@H]2[C@@H](CN(C2)CC2CCOCC2)C1 (3aR,5s,6aS)-N-[6-(3-fluorophenyl)pyridazin-3-yl]-2-(tetrahydropyran-4-ylmethyl)-3,3a,4,5,6,6a-hexahydro-1H-cyclopenta[c]pyrrol-5-amine